CN1CCN(CCC1)CCCC(=O)N 4-(4-methyl-1,4-diazacycloheptan-1-yl)butanamide